4-amino-1-β-D-ribofuranosyl-s-triazin-2(1H)-one NC1=NC(N(C=N1)[C@H]1[C@H](O)[C@H](O)[C@H](O1)CO)=O